2-[4-bromo-2-(1,1-difluoroethyl)-5-fluorophenoxy]-3-fluoropropionic acid BrC1=CC(=C(OC(C(=O)O)CF)C=C1F)C(C)(F)F